N1N=CC2=CC=C(C=C12)C1=C(NC2=C(C=CC=C12)C)C(=O)O 3-(1H-indazol-6-yl)-7-methyl-1H-indole-2-carboxylic acid